(3-amino-6-(methylsulfonyl)-4,5,6,7-tetrahydro-pyrazolo[3,4-c]pyridin-2-yl)(6-(pyridin-4-yl)-1,2,3,4-tetrahydro-quinolin-4-yl)methanone NC=1N(N=C2CN(CCC21)S(=O)(=O)C)C(=O)C2CCNC1=CC=C(C=C21)C2=CC=NC=C2